C(C)(C)OC1=C(C=CC=C1)[C@H]1CN(CCN1)C (3S)-3-(2-isopropoxyphenyl)-1-methylpiperazine